CC1C2=C(OC1=O)C=C(C=C2)C 3,6-DIMETHYL-BENZO[B]FURAN-2-ONE